2-(Diethylamino)-N-(4-(2-(7,8-dimethyl-[1,2,4]triazolo[1,5-a]pyridin-6-yl)-3-isopropyl-1H-indol-5-yl)cyclohexyl)acetamid C(C)N(CC(=O)NC1CCC(CC1)C=1C=C2C(=C(NC2=CC1)C=1C(=C(C=2N(C1)N=CN2)C)C)C(C)C)CC